Cl.NCCCCNC(=O)C1=CC=C(C=C1)C=1N=C(C2=C(N1)N(C=C2)C(=O)N)N(C)[C@H]2CN(CC[C@H]2C)C(CC#N)=O [4-(4-aminobutylcarbamoyl)phenyl]-4-[[(3R,4R)-1-(2-cyanoacetyl)-4-methyl-3-piperidinyl]-methyl-amino]pyrrolo[2,3-d]pyrimidine-7-carboxamide hydrochloride